FC=1C=C(C=CC1S(=O)(=O)C)B(O)O 3-FLUORO-4-(METHYLSULFONYL)PHENYLBORONIC ACID